2-[1-[2,6-difluoro-4-(2-isopropylsulfanyl-3-pyridyl)phenyl]azetidin-3-yl]acetic acid FC1=C(C(=CC(=C1)C=1C(=NC=CC1)SC(C)C)F)N1CC(C1)CC(=O)O